2-(1-(2-chloro-6-cyclopropylpyridin-4-yl)-3-methylcyclobutane-1-carbonyl)-N-methylhydrazine ClC1=NC(=CC(=C1)C1(CC(C1)C)C(=O)NNC)C1CC1